N-[(1S)-5-[2-(2-aminopyridin-3-yl)-7-(4-methylpiperazin-1-yl)-5-(pyrazol-1-yl)imidazo[4,5-b]pyridin-3-yl]-2,3-dihydro-1H-inden-1-yl]-4-(benzyloxy)-3-(1,3-dioxolan-2-yl)benzamide NC1=NC=CC=C1C1=NC=2C(=NC(=CC2N2CCN(CC2)C)N2N=CC=C2)N1C=1C=C2CC[C@@H](C2=CC1)NC(C1=CC(=C(C=C1)OCC1=CC=CC=C1)C1OCCO1)=O